CC1=C(C=2N(C=C1C=1NC3=CC=C(C=C3C1C(C)C)C1CC(C1)NC(CN(C)C)=O)N=CN2)C N-(3-(2-(7,8-dimethyl-[1,2,4]triazolo[1,5-a]pyridin-6-yl)-3-isopropyl-1H-indol-5-yl)cyclobutyl)-2-(dimethylamino)acetamide